CC=1N(C(=CC1)C)C=1SC2=C(C=NC(=C2)C2=C(C=NN2CCN(C)C)C)N1 2-(5-(2-(2,5-dimethyl-1H-pyrrol-1-yl)thiazolo[4,5-c]pyridin-6-yl)-4-methyl-1H-pyrazol-1-yl)-N,N-dimethyl-ethan-1-amine